FC1=C(C=C(C=C1)OC=1C(=C2C=CNC2=CC1F)C)C1=NC(=NN1C)CC=1C=C(C=CC1)CCC(=O)O 3-(3-((5-(2-Fluoro-5-((6-fluoro-4-methyl-1H-indol-5-yl)oxy)phenyl)-1-methyl-1H-1,2,4-triazol-3-yl)methyl)phenyl)propanoic acid